N-(3-((5-(3-((2-(dimethylamino)ethyl)(methyl)amino)phenyl)-2-((1-methyl-1H-pyrazol-4-yl)amino)pyrimidin-4-yl)amino)-4-fluorophenyl)acrylamide CN(CCN(C=1C=C(C=CC1)C=1C(=NC(=NC1)NC=1C=NN(C1)C)NC=1C=C(C=CC1F)NC(C=C)=O)C)C